N1C=NC(=C1C(=O)[O-])C(=O)[O-] 4,5-imidazoledicarboxylate